4-[3,5-bis(trifluoromethyl)phenyl]but-3-en-2-one FC(C=1C=C(C=C(C1)C(F)(F)F)C=CC(C)=O)(F)F